NC1=NNC2=CC=CC(=C12)C=1C=C2C=CC=C(C2=CC1)C(=O)NC1CC1 6-(3-amino-1H-indazol-4-yl)-N-cyclopropyl-1-naphthalenecarboxamide